(±)-3-hydroxy-1-methyl-2-pentylcyclopent-1-ene O[C@H]1C(=C(CC1)C)CCCCC |r|